N1N=CC2=CC(=CC=C12)C(=O)N1CCC2(CC1)C(N(C1=CC=CC=C12)CC(=O)NCC(F)(F)F)=O 2-{1'-[(1H-indazol-5-yl)carbonyl]-2-oxo-1,2-dihydrospiro[indole-3,4'-piperidine]-1-yl}-N-(2,2,2-trifluoroethyl)acetamide